N1CC2(CC1)OC=CN1C2=CC=N1 spiro[pyrazolo[5,1-c][1,4]oxazine-4,3'-pyrrolidine]